[(1R)-2-(1-benzofuran-3-yl)-1-{[(1S,6S,7R)-3-cyclopropyl-4-oxo-10-oxa-3-azatricyclo[5.2.1.01,5]dec-8-en-6-yl]formamido}ethyl]boronic acid O1C=C(C2=C1C=CC=C2)C[C@H](NC(=O)[C@H]2C1C(N(C[C@]13C=C[C@H]2O3)C3CC3)=O)B(O)O